C(C)(C)(C)OC(=O)N1CCC(CC1)CN1CCNCC1 4-((1-(tert-butyloxycarbonyl)piperidin-4-yl)methyl)piperazine